FC1=CC=C(C=C1)NC=O N-(4-fluorophenyl)carboxamide